C(C)(=O)C1=C(C2=C(N=C(N=C2)NC2=NC=C(C=C2)CCO)N(C1=O)C1CCCC1)C 6-acetyl-8-cyclopentyl-2-[[5-(2-hydroxyethyl)-2-pyridinyl]amino]-5-methylpyrido[2,3-d]pyrimidin-7-one